N1=CC=C(C=C1)CO 4-pyridylmethanol